C(#N)C1=CC(=C(C=C1)CC(=O)O)C 2-(4-cyano-2-methylphenyl)acetic acid